benzyl 5-formyl-1,3,3a,4,5,6,7,7a-octahydroisoindole-2-carboxylate C(=O)C1CC2CN(CC2CC1)C(=O)OCC1=CC=CC=C1